tert-butyl 3,3-difluoro-4-methyl-pyrrolidine-1-carboxylate FC1(CN(CC1C)C(=O)OC(C)(C)C)F